IC1=C2C(N=CS2)=C(C2=C1N=CS2)I 4,8-diiodobenzo[1,2-d:4,5-d']bisthiazole